NC(C(=O)O)\C=C/C=C (Z)-2-Aminohexa-3,5-dienoic acid